N-(5-aminoamyl)methacrylamide hydrochloride Cl.NCCCCCNC(C(=C)C)=O